BrC=1C(=NC(=CC1)C(F)(F)F)CO[Si](C)(C)C(C)(C)C [3-bromo-6-(trifluoromethyl)-2-pyridyl]methoxy-tert-butyl-dimethyl-silane